4-benzyl-7-chloro-1-methylquinolin-2(1H)-one C(C1=CC=CC=C1)C1=CC(N(C2=CC(=CC=C12)Cl)C)=O